N-(1-(4-formyl-3-(trifluoromethyl)phenyl)-2-oxo-1,2-dihydropyrimidin-4-yl)piperazine-1-carboxamide C(=O)C1=C(C=C(C=C1)N1C(N=C(C=C1)NC(=O)N1CCNCC1)=O)C(F)(F)F